ClC1=CC(=C(C=C1F)NS(=O)(=O)C1=CNC2=C1C=CC=1C=CC(=NC21)O)F N-(4-chloro-2,5-difluorophenyl)-8-hydroxy-1H-pyrrolo[3,2-H]quinoline-3-sulfonamide